2-isopropyl-5-[(E)-2-phenylvinyl]benzene-1,3-diol C(C)(C)C1=C(C=C(C=C1O)\C=C\C1=CC=CC=C1)O